C(=O)O.C(CC(C)C)[Mg]Br isoamyl-magnesium bromide format